C(C)(=O)C1=C(C=C(O)C=C1)O 4-Acetyl-Resorcinol